FC1=CC2=C(N(C=N2)C(=O)O)C=C1.FNS(=O)=O N-fluorosulfonamide 5-fluoro-benzimidazole-1-carboxylate